2,4,6-trimercapto-s-triazine monoammonium salt [NH4+].SC1=NC(=NC(=N1)S)S